N1C=CC=C1C(=O)N pyrrole-5-carboxamide